4-chloro-2',3',4',5',6,6'-hexafluoro-[1,1'-biphenyl]-3-sulfonic acid ClC1=C(C=C(C(=C1)F)C1=C(C(=C(C(=C1F)F)F)F)F)S(=O)(=O)O